C[C@H]1N(CC(N(C1)C)=O)CCOC1=CC=C(C=C1)NC(NCC(=O)NC1=CC=C(C=C1)N[C@@H]1C[C@@H](N(C2=CC=CC=C12)C(CC)=O)C)=O 2-(3-(4-(2-((R)-2,4-dimethyl-5-oxopiperazin-1-yl)ethoxy)phenyl)ureido)-N-(4-(((2S,4R)-2-methyl-1-propionyl-1,2,3,4-tetrahydroquinolin-4-yl)amino)phenyl)acetamide